FC=1C=CC2=C(C=C(O2)C(=O)O)C1 5-fluorobenzofuran-2-carboxylic acid